F.CN monomethylamine hydrofluoric acid salt